NC1=NC=C2N(C(N(C2=N1)[C@@H]1O[C@@H](C[C@H]1O)CO)=O)CC1=CC=CC=C1 2-amino-7-benzyl-9-((2R,3R,5S)-3-hydroxy-5-(hydroxymethyl)tetrahydrofuran-2-yl)-7,9-dihydro-8H-purin-8-one